C(C)N(C1=CC=CC2=CC=CC=C12)C N-ethyl-N-methyl-naphthalen-1-amine